amino-3-isopropylbenzo[d]oxazol-2(3H)-one NC1=CC=CC2=C1N(C(O2)=O)C(C)C